(R)-3-chloro-N-(1-(3-(difluoromethyl)-2-fluorophenyl)ethyl)-8-methylpyrido[2,3-d]pyridazin-5-amine ClC1=CC=2C(=C(N=NC2N[C@H](C)C2=C(C(=CC=C2)C(F)F)F)C)N=C1